C(C)(C)(C)OC(=O)N(C(OC(C)(C)C)=O)C1=C(C=CC=C1[N+](=O)[O-])Cl tert-butyl (tert-butoxycarbonyl)(2-chloro-6-nitrophenyl)carbamate